[K+].C[B-](F)(F)F methyltrifluoroborate potassium salt